COC(=O)C=1C=C2C=C(C(=NC2=CC1)N)Br 2-amino-3-bromoquinoline-6-carboxylic acid methyl ester